C(C)(C)(C)C1=NC(=NO1)C(=O)NCC1=C(C=C(C=C1)C1=NC=NN2C1=CC(=C2)N2CCN(CC2)C2COC2)C 5-(tert-butyl)-N-(2-methyl-4-(6-(4-(oxetan-3-yl)piperazin-1-yl)pyrrolo[2,1-f][1,2,4]triazin-4-yl)benzyl)-1,2,4-oxadiazole-3-carboxamide